1-(4-benzyl-3-oxo-3,4-dihydro-2H-benzo[b][1,4]thiazin-6-yl)-3-(5-(1-(2-cyanoethyl)-1H-pyrazol-4-yl)-1H-indol-3-yl)urea C(C1=CC=CC=C1)N1C2=C(SCC1=O)C=CC(=C2)NC(=O)NC2=CNC1=CC=C(C=C21)C=2C=NN(C2)CCC#N